(trifluoromethyl)-2,3,4,5-tetrahydrobenzo[f][1,4]oxazepine FC(F)(F)C1OC2=C(CNC1)C=CC=C2